BrC1=CC=C(C=C1)N1C(COCC1)C=1C(N(C(C1)=O)C1=CC=CC=C1)=O 3-(4-(4-Bromophenyl)morpholin-3-yl)-1-phenyl-1H-pyrrole-2,5-dione